methyl ((R)-2-((3-cyano-5-fluoro benzyl)oxy)docosyl) hydrogen phosphate P(=O)(OC)(OC[C@@H](CCCCCCCCCCCCCCCCCCCC)OCC1=CC(=CC(=C1)F)C#N)O